tert-butyl (3-(7-carbamoyl-1H-indol-4-yl)cyclopent-2-en-1-yl)carbamate C(N)(=O)C=1C=CC(=C2C=CNC12)C1=CC(CC1)NC(OC(C)(C)C)=O